ClC=1N=CC2=C(N1)N(C=C2)C2C(C2)(F)F 2-chloro-7-(2,2-difluorocyclopropyl)-7H-pyrrolo[2,3-d]pyrimidine